5-amino-1-(2-((2-((S)-1-(3-chloro-2-fluorophenyl)-3-hydroxypropylamino)-2-oxoethyl)((S)-1-hydroxypropan-2-yl)amino)-2-oxoethyl)-1H-indazole-3-carboxamide NC=1C=C2C(=NN(C2=CC1)CC(=O)N([C@H](CO)C)CC(=O)N[C@@H](CCO)C1=C(C(=CC=C1)Cl)F)C(=O)N